NC1=C(C=C(C=N1)C=1C=NN(C1)C1CCN(CC1)CC1=C(C=CC=C1)C1C(NC(CC1)=O)=O)O[C@H](C)C1=C(C(=CC=C1Cl)F)Cl 3-(2-((4-(4-(6-amino-5-((R)-1-(2,6-dichloro-3-fluorophenyl)ethoxy)pyridin-3-yl)-1H-pyrazol-1-yl)piperidin-1-yl)methyl)phenyl)piperidine-2,6-dione